3-chloro-6-(7,8-dimethyl-3-(trifluoromethyl)-[1,2,4]triazolo[4,3-b]pyridazin-6-yl)-5,6,7,8-tetrahydropyrido[4,3-c]pyridazine ClC1=CC2=C(N=N1)CCN(C2)C=2C(=C(C=1N(N2)C(=NN1)C(F)(F)F)C)C